O[C@@H](CCO)CCCCCCCCCCCC(O)=O |r| (SR)-13-((RS)-1,3-dihydroxypropyl)oxatridecan-2-one